[O-][O-].[Li+].[Li+] lithium di-oxide